2-Methylthiobenzoxazole CSC=1OC2=C(N1)C=CC=C2